2-(3-chlorophenyl)-1,1-bis(phenylsulfonyl)ethylene ClC=1C=C(C=CC1)C=C(S(=O)(=O)C1=CC=CC=C1)S(=O)(=O)C1=CC=CC=C1